(7S)-9-(2,6-difluorophenyl)-3,7-dimethyl-18-thia-2,4,5,8-tetrazatetracyclo[8.8.0.02,6.011,17]octadeca-1(10),3,5,8,11(17),14-hexaene FC1=C(C(=CC=C1)F)C1=N[C@H](C2=NN=C(N2C=2SC=3CC=CCCC3C12)C)C